toluene-p-sulphonate CC1=CC=C(C=C1)S(=O)(=O)[O-]